FC=1C(=C(OC2=NC3=CC=CC=C3C=C2C=2NC(=CC(C2CCC(=O)OCC)=O)C)C=CC1F)C Ethyl 3-[2-[2-(3,4-difluoro-2-methyl-phenoxy)-3-quinolyl]-6-methyl-4-oxo-1H-pyridin-3-yl]propanoate